tert-Butyl (3-(2-chloro-4-((furan-2-ylmethyl)amino)-7-((2-(trimethylsilyl)ethoxy)methyl)-7H-pyrrolo[2,3-d]pyrimidin-6-yl)propyl)carbamate ClC=1N=C(C2=C(N1)N(C(=C2)CCCNC(OC(C)(C)C)=O)COCC[Si](C)(C)C)NCC=2OC=CC2